3-methyl-cyclopentadecane-1,5-dione CC1CC(CCCCCCCCCCC(C1)=O)=O